C[C@@]12[C@@H](CC[C@H]1[C@@H]1CCC3=C[C@@H](CC[C@]3(C)[C@H]1CC2)O)O androst-4-ene-3α,17α-diol